F[C@H]1[C@H](O[C@@H]([C@H]1O)CO)N1C(N=C(C=C1)NC(=O)C1=NC=C(C=C1)C)=O N-(1-((2S,3R,4R,5R)-3-fluoro-4-hydroxy-5-(hydroxymethyl)tetrahydrofuran-2-yl)-2-oxo-1,2-dihydropyrimidin-4-yl)-5-methylpyridinecarboxamide